4-(2H-tetrazol-5-yl)phenyl-4-(pyrazin-2-yl)-3,6-dihydropyridine-1(2H)-carboxylic acid N=1NN=NC1C1=CC=C(C=C1)C1N(CC=C(C1)C1=NC=CN=C1)C(=O)O